1-(7-(4-amino-7-cyclopropyl-7H-pyrrolo[2,3-d]pyrimidin-5-yl)benzo[c][1,2,5]oxadiazol-4-yl)-3-(5-(1-(trifluoromethyl)-cyclopropyl)isoxazol-3-yl)urea NC=1C2=C(N=CN1)N(C=C2C2=CC=C(C=1C2=NON1)NC(=O)NC1=NOC(=C1)C1(CC1)C(F)(F)F)C1CC1